FC1=CC(=C(C=NNC2=C(C(=O)O)C=CC=C2)C=C1)C (2-(4-fluoro-2-methylbenzylidene)hydrazino)benzoic acid